N1C2=C(OCC1)C=NC=C2 2,3-dihydro-1H-pyrido[3,4-b][1,4]oxazine